FC1=CC=C(C=C1)CCN 4-fluorophenylethylamine